NC(C(=O)NC1=CC(=CC=C1)CCCCCCCC)COP(=O)(O)O 2-amino-N-(3-octylphenyl)-3-(phosphonooxy)-propanamide